C(C)(C)(C)OC(=O)N1CCC(CC1)S(=O)(=O)Cl 1-(tert-butoxycarbonyl)piperidine-4-sulfonyl chloride